[Si](C1=CC=CC=C1)(C1=CC=CC=C1)(C(C)(C)C)OCC=1N=C(N(C1)COCC[Si](C)(C)C)C1=C(C=CC=2N1C=NC2)C2(C(C=C(C=C2)F)F)C2(C(N=CC(=C2)F)C)S(=O)(=O)N 3-[1-(5-[[(tert-butyldiphenylsilyloxy)methyl]-1-[[2-(trimethylsilyl)ethoxy]methyl]imidazol-2-yl]imidazo[1,5-a]pyridin-6-yl)-2,4-difluorophenyl]-5-fluoro-2-methylpyridine-3-sulfonamide